(1,1-dimethyl-3,4-dihydroisochromen-6-yl) trifluoromethanesulfonate FC(S(=O)(=O)OC=1C=C2CCOC(C2=CC1)(C)C)(F)F